C1(=CC=CC=C1)S(=O)(=O)N1C(=CC=2C1=NC=CC2C=2C=NN1N=CC=CC12)CN1CCN(CC1)C(=O)OC(C)(C)C tert-Butyl 4-((1-(phenylsulfonyl)-4-(pyrazolo[1,5-b]pyridazin-3-yl)-1H-pyrrolo[2,3-b]pyridin-2-yl)methyl)piperazine-1-carboxylate